COC1=CC=CC2=C1N=NN(C2=O)CC(=O)O 2-(8-methoxy-4-oxo-benzo[d][1,2,3]triazin-3(4H)-yl)acetic acid